O[C@]1(C[C@H]2CC[C@H]3[C@@H]4CC[C@@H](C[C@]4(CC[C@@H]3[C@H]2CC1)C)C(C)=O)C 1-((2S,4aS,4bR,6aR,8R,10aS,10bR,12aR)-8-hydroxy-8,12a-dimethyloctadecahydrochrysen-2-yl)ethan-1-one